COC(C1=CC(=C(C=C1)C1CC1)S(NC1=C(C=C(C(=C1)C#N)Cl)OC1C(CC1)C1CC1)(=O)=O)=O 3-(N-(4-chloro-5-cyano-2-(2-cyclopropylcyclobutoxy)phenyl)sulfamoyl)-4-cyclopropylbenzoic acid methyl ester